tert-Butyl (6-((3-(6-amino-8-((6-(dimethylamino)benzo[d][1,3]dioxol-5-yl)thio)-9H-purin-9-yl)propyl)amino)hexyl)carbamate NC1=C2N=C(N(C2=NC=N1)CCCNCCCCCCNC(OC(C)(C)C)=O)SC1=CC2=C(OCO2)C=C1N(C)C